C1(=CC=CC=C1)S(=O)(=O)[C@]12CCN([C@@H]2CCC2=C1C=CC(=C2)OCC2=C(C=CC=C2Cl)Cl)C(CN2CCS(CC2)(=O)=O)=O 4-{2-[(3aR,9bR)-9b-(benzenesulfonyl)-7-[(2,6-dichlorophenyl)methoxy]-1H,2H,3H,3aH,4H,5H,9bH-benzo[e]indol-3-yl]-2-oxoethyl}-1λ6-thiomorpholine-1,1-dione